methyl 4-(cyclopropylmethylamino)-3-methoxy-5-nitro-benzoate C1(CC1)CNC1=C(C=C(C(=O)OC)C=C1[N+](=O)[O-])OC